COC(=O)C=1C(N(C2=CC(=CC=C2C1N)Br)C=1C=NC(=CC1C)Cl)=O 4-amino-7-bromo-1-(6-chloro-4-methylpyridin-3-yl)-2-oxo-1,2-dihydroquinoline-3-carboxylic acid methyl ester